methyl 2-amino-2,5,5-trimethylhexanoate hydrochloride Cl.NC(C(=O)OC)(CCC(C)(C)C)C